rac-cis-3-amino-5-hydroxy-piperidine-1-carboxylic acid tert-butyl ester C(C)(C)(C)OC(=O)N1C[C@H](C[C@H](C1)O)N |r|